BrC=1C=C(C=CC1)[C@@]1([C@@H](C1)C(=O)[O-])C cis-2-(3-bromophenyl)-2-methylcyclopropane-1-carboxylate